2'-methoxy-4-chloro-1,1'-biphenyl COC1=C(C=CC=C1)C1=CC=C(C=C1)Cl